2-amino-6-borono-2-(3-((3,4-dichlorobenzyl)(ethyl)amino)propyl)hexanoic acid NC(C(=O)O)(CCCCB(O)O)CCCN(CC)CC1=CC(=C(C=C1)Cl)Cl